6-(4-(1-((2-(2,6-dioxopiperidin-3-yl)-6-fluoro-1,3-dioxoisoindolin-5-yl)methyl)piperidin-4-yl)piperazin-1-yl)-2-(4-phenoxyphenyl)nicotinamide O=C1NC(CCC1N1C(C2=CC(=C(C=C2C1=O)CN1CCC(CC1)N1CCN(CC1)C1=NC(=C(C(=O)N)C=C1)C1=CC=C(C=C1)OC1=CC=CC=C1)F)=O)=O